8-((S)-3-methylpiperazin-1-yl)imidazo[1,5-a]pyridine-6-sulfonamide C[C@H]1CN(CCN1)C=1C=2N(C=C(C1)S(=O)(=O)N)C=NC2